NC1=C(C=C(C=C1)O)CC1=CC=NC=C1 4-amino-3-(pyridin-4-ylmethyl)phenol